FC1=CC=C(COC2=C(CNCCCNC)C=CC=C2)C=C1 N1-(2-((4-fluorobenzyl)oxy)benzyl)-N3-methylpropane-1,3-diamine